ClC1=C(C=CC(=C1)Cl)C=1CCCC2=C(C1C1=CC=C(C=C1)O[C@@H]1CN(CC1)CCCF)C=CC(=C2)C(C(F)(F)F)O 1-(8-(2,4-dichlorophenyl)-9-(4-(((S)-1-(3-fluoropropyl)pyrrolidin-3-yl)oxy)phenyl)-6,7-dihydro-5H-benzo[7]annulen-3-yl)-2,2,2-trifluoroethan-1-ol